N-cyclopropyl-3-[1-(2-hydroxymethyl-3-methyl-3H-imidazol-4-yl)-1H-pyrazol-4-yl]-4-methyl-benzamide C1(CC1)NC(C1=CC(=C(C=C1)C)C=1C=NN(C1)C=1N(C(=NC1)CO)C)=O